ClC1=C(C=CC(=C1)Cl)C=1N=C(SC1C(C)C)NC1=C(C(=O)O)C=C(C=N1)C(F)(F)F 2-(4-(2,4-dichlorophenyl)-5-isopropylthiazol-2-ylamino)-5-(trifluoromethyl)nicotinic acid